Diethyl ((6-((7,9-difluoro-5H-pyrimido[5,4-b]indol-5-yl)methyl)pyridin-3-yl)methyl)phosphonate FC=1C=C(C=2C3=C(N(C2C1)CC1=CC=C(C=N1)CP(OCC)(OCC)=O)C=NC=N3)F